CN1C2=C(CC[C@@H](C1=O)NC(=O)C=1OC(=NN1)C1(CC1)C1=CC=CC=C1)C=CC=N2 (S)-N-(9-methyl-8-oxo-6,7,8,9-tetrahydro-5H-pyrido[2,3-b]azepin-7-yl)-5-(1-phenylcyclopropyl)-1,3,4-oxadiazole-2-carboxamide